tert-butyl 3-amino-3-(6-bromo-2-chloro-3-fluorophenyl)propanoate NC(CC(=O)OC(C)(C)C)C1=C(C(=CC=C1Br)F)Cl